4-[(3,4-difluorophenyl)sulfonimidoyl]benzoic Acid FC=1C=C(C=CC1F)S(=O)(=N)C1=CC=C(C(=O)O)C=C1